C(#N)C=1C=NN2C1C(=CC(=C2)OCC)C=2C=CC(=NC2)N2CCC(CC2)(CC2=NC=CC=C2)NC(=O)[C@@H]2N(CCC2)C (R)-N-(1-(5-(3-cyano-6-ethoxypyrazolo[1,5-a]pyridin-4-yl)pyridin-2-yl)-4-(pyridin-2-ylmethyl)piperidin-4-yl)-1-methylpyrrolidine-2-carboxamide